C(=O)(O)OC(=O)OC(=O)O.OCC(O)CO.OCC(O)CO Diglycerol tricarbonate